FC1=C(C=CC(=C1)NC=1N=CC2=C(N1)CNCC2)N(C(OC(C)(C)C)=O)CCN2CCOCC2 tert-butyl N-[2-fluoro-4-({5H,6H,7H,8H-pyrido[3,4-d]pyrimidin-2-yl}amino)phenyl]-N-[2-(morpholin-4-yl)ethyl]carbamate